C(CCCCCC)(=O)O.C(CCCCCC)(=O)O.C(CCCCCC)(=O)O.OCCC(CC)(CCO)CCO tris-(hydroxyethyl)-propane triheptanoate